NC1=NC(=C(C(=N1)N1N=NC2=C1C=CC(=C2)O)C2=CC=NC=C2)C=2OC=CC2 1-[2-amino-6-(furan-2-yl)-5-(pyridin-4-yl)pyrimidin-4-yl]-1,2,3-benzotriazol-5-ol